CN([C@H](CNC(=O)[C@H]1[C@H](C1)C1=CC=CC=C1)CC1=CC=C(C=C1)O)C (1R,2S)-N-((S)-2-(dimethylamino)-3-(4-hydroxyphenyl)propyl)-2-phenylcyclopropane-1-carboxamide